OC(CN(CCCC(=O)OCCN1CCN(CC1)CCSSCCC(C)N(CC(CCCCCCCCCCCC)O)CC(CCCCCCCCCCCC)O)CC(CCCCCCCCCCCC)O)CCCCCCCCCCCC 2-(4-(2-((3-(Bis(2-hydroxytetradecyl)amino)butyl)disulfaneyl)ethyl)piperazin-1-yl)ethyl 4-(bis(2-hydroxytetradecyl)amino)butanoate